(±)-4-((4-(6-((2,6-dioxopiperidin-3-yl)aminocarbonyl)pyridin-3-yl)piperazin-1-yl)methyl)piperidine O=C1NC(CC[C@H]1NC(=O)C1=CC=C(C=N1)N1CCN(CC1)CC1CCNCC1)=O |r|